OCCOC1=CC(=NC2=CC=C(C=C12)C1OCC1C(=O)N)N1C=NC=C1 (4-(2-hydroxyethoxy)-2-(1H-imidazol-1-yl)quinolin-6-yl)oxetan-3-carboxamide